5-(4-bromo-2,6-dichloro-phenoxy)-N-(3,3-difluorocyclobutyl)-2-methoxy-benzamide BrC1=CC(=C(OC=2C=CC(=C(C(=O)NC3CC(C3)(F)F)C2)OC)C(=C1)Cl)Cl